2-((1-(methylsulfonyl)piperidin-4-yl)amino)-7-oxo-8-(pent-3-yl)-7,8-dihydropyrido[2,3-d]pyrimidine-6-carbonitrile CS(=O)(=O)N1CCC(CC1)NC=1N=CC2=C(N1)N(C(C(=C2)C#N)=O)C(CC)CC